N-[1-{5-[(E)-2-cyclopropylethenyl]thiophen-2-yl}ethyl]-6,7-dimethoxy-2-methylquinazolin-4-amine C1(CC1)/C=C/C1=CC=C(S1)C(C)NC1=NC(=NC2=CC(=C(C=C12)OC)OC)C